3-((3S,5R)-3-methyl-5-((5-(6-methylpyrimidin-4-yl)-1H-pyrrolo[2,3-b]pyridin-4-yl)amino)piperidin-1-yl)-3-oxopropanenitrile C[C@@H]1CN(C[C@@H](C1)NC1=C2C(=NC=C1C1=NC=NC(=C1)C)NC=C2)C(CC#N)=O